CN1N=C(NC1=O)C(=O)N1CC2(CCC2)C(C1)C1=CC=CC=C1 2-methyl-5-(8-phenyl-6-azaspiro[3.4]octane-6-carbonyl)-2,4-dihydro-3H-1,2,4-triazol-3-one